C1(CC1)N1N=C(C=C1)C1=C(N2CCCC2=N1)C=1C=C2C(N(C=NC2=CC1)CCN1CCOCC1)=O 6-{3-(1-cyclopropyl-1H-pyrazol-3-yl)-1,4-diazabicyclo[3.3.0]octa-2,4-dien-2-yl}-3-(2-morpholinoethyl)-3H-quinazolin-4-one